5-(4-chlorophenyl)-2-(4-((2-methoxybenzyl)oxy)cyclohexyl)-4-methyl-1H-imidazole ClC1=CC=C(C=C1)C1=C(N=C(N1)C1CCC(CC1)OCC1=C(C=CC=C1)OC)C